CNC(C1=NC=C(C=C1)N1C[C@H]2N(CC=3C(=NC=4C=C(CNC4C3)C)OCC2)C(C1)=O)=O (S)-N-methyl-5-(10-methyl-l-1-oxo-1,2,4,4a,5,6,11,14-octahydro-3H,12H-pyrazino[1',2':5,6][1,5]oxazocino[2,3-b][1,5]naphthyridin-3-yl)picolinamide